C(C)(C)(C)C=1C=C(N(N1)C)NC(NC=1SC(=CN1)CCC1=CC(=NC=C1)NC(=O)NCC)=O 1-[4-(2-{2-[3-(5-tert-Butyl-2-methyl-2H-pyrazol-3-yl)-ureido]-thiazol-5-yl}ethyl)-pyridin-2-yl]-3-ethyl-urea